tert-butoxycarbonyl-1,2-ethylenediamine C(C)(C)(C)OC(=O)NCCN